NCCC1=CNC2=CC(=CC=C12)OC 3-(2-aminoethyl)-6-methoxyindole